(4-((1S,3R)-2-(2,2-difluoropropyl)-6-hydroxy-3-methyl-1,2,3,4-tetrahydroisoquinolin-1-yl)-3,5-difluorophenyl)((S)-1-(3-fluoropropyl)pyrrolidin-3-yl)carbamic acid tert-butyl ester C(C)(C)(C)OC(N([C@@H]1CN(CC1)CCCF)C1=CC(=C(C(=C1)F)[C@H]1N([C@@H](CC2=CC(=CC=C12)O)C)CC(C)(F)F)F)=O